3,3-difluoro-2-(trifluoromethyl)acrylic acid FC(=C(C(=O)O)C(F)(F)F)F